ClC1=C(OCC(=O)OCCOCCOC(COC2=C(C=C(C=C2)Cl)Cl)=O)C=CC(=C1)Cl Oxybis(ethane-2,1-diyl) bis(2-(2,4-dichlorophenoxy)acetate)